Rac-N-((1R,2S)-8'-bromo-2-methyl-4'H-spiro[cyclopropane-1,5'-naphtho[2,1-d]isoxazol]-3'-yl)-2,4-dimethoxypyridine-3-sulfonamide BrC1=CC=C2[C@]3(CC=4C(=NOC4C2=C1)NS(=O)(=O)C=1C(=NC=CC1OC)OC)[C@H](C3)C |r|